N=1C=NN2C1C=C(C=C2)OC2=CC(=C(C=C2C)NC2=NC=NC1=CC(=C(C=C21)NC(/C(=C/[C@@H]2N(CCC2)C([2H])([2H])[2H])/F)=O)OC)OC (R,Z)-N-(4-((4-([1,2,4]triazolo[1,5-a]pyridin-7-yloxy)-2-methoxy-5-methylphenyl)amino)-7-methoxyquinazolin-6-yl)-2-fluoro-3-(1-(methyl-d3)pyrrolidin-2-yl)acrylamide